[Cl-].[Cl-].[Cl-].C(CC)[Zr+3]C1C=CC=C1 n-propylcyclopentadienyl-zirconium trichloride